C1NCC12CCN(CC2)C2=CC=C(C=C2)[C@H]2C=1C=CC(=CC1CC[C@H]2C2=C(C=CC=C2)F)O (5S,6R)-5-(4-(2,7-diazaspiro[3.5]nonan-7-yl)phenyl)-6-(2-fluorophenyl)-5,6,7,8-tetrahydronaphthalen-2-ol